CNC(C(CCC(C(=O)N)NC(=O)C1=NC(=NO1)C1(CC1)C)=O)=O N6-methyl-2-(3-(1-methylcyclopropyl)-1,2,4-oxadiazole-5-carboxamido)-5-oxohexanediamide